NC1=CC=C(C(=O)N[C@@H](CCC(=O)OCC)C(=O)OCC)C=C1 diethyl N-(4-aminobenzoyl)-L-glutamate